(1-(4-(chloromethyl)-2-methoxybenzyl)-7-(((5-methylisoxazol-3-yl)methyl)amino)-1H-pyrazolo[4,3-d]Pyrimidin-5-yl)carbamic acid methyl ester COC(NC=1N=C(C2=C(N1)C=NN2CC2=C(C=C(C=C2)CCl)OC)NCC2=NOC(=C2)C)=O